N[C@H](C(=O)N1CCC(CC1)[C@H](C1=C(C=C(C(=C1)Cl)Cl)O)N)[C@@H](C)O (2S,3R)-2-amino-1-[4-[(R)-amino(4,5-dichloro-2-hydroxyphenyl)methyl]piperidin-1-yl]-3-hydroxybutan-1-one